S1C=NC2=C1C=CC(=C2)NC(OC[C@@H]2OC1=C(C3=C(N=C(S3)C3=C4N=CC(=NC4=CC(=C3)C)OC)C(=C1)Cl)OC2)=O (R)-(4-chloro-2-(2-methoxy-7-methylquinoxalin-5-yl)-7,8-dihydro-[1,4]dioxino[2',3':3,4]benzo[1,2-d]thiazol-7-yl)methyl benzo[d]thiazol-5-ylcarbamate